8-Amino-N-(3-cyanobicyclo[1.1.1]pentan-1-yl)-3-(2-methyl-5-(1,1,1-trifluoro-2-hydroxypropan-2-yl)phenyl)imidazo[1,2-a]pyrazine-6-carboxamide trifluoroacetate salt FC(C(=O)O)(F)F.NC=1C=2N(C=C(N1)C(=O)NC13CC(C1)(C3)C#N)C(=CN2)C2=C(C=CC(=C2)C(C(F)(F)F)(C)O)C